allyl-(allylamine) C(C=C)NCC=C